FC1=C(SC(=C1)C(C)(C)O)[S@@](=O)(N)=NC(NC1=C2C(=NC3=C1CCC3)[C@H](CC2)C)=O |o1:25| (R,S) or (R,R)-3-fluoro-5-(2-hydroxypropan-2-yl)-N'-((3-methyl-1,2,3,5,6,7-hexahydrodicyclopenta[b,e]pyridin-8-yl)carbamoyl)thiophene-2-sulfonimidamide